(R)-2-((1-(3-cyano-7-methyl-4-oxo-2-(2-oxa-6-azaspiro[3.3]heptan-6-yl)-4H-pyrido[1,2-a]pyrimidin-9-yl)ethyl)amino)benzoic acid C(#N)C1=C(N=C2N(C1=O)C=C(C=C2[C@@H](C)NC2=C(C(=O)O)C=CC=C2)C)N2CC1(COC1)C2